acryloxyheptyldifluoromethylsilane C(C=C)(=O)OCCCCCCC[SiH2]C(F)F